4-((2r,6s)-4-acryloyl-2,6-dimethylpiperazin-1-yl)-7-chloro-2-(((S)-1-methylpyrrolidin-2-yl)methoxy)quinazoline-6-carbonitrile C(C=C)(=O)N1C[C@H](N([C@H](C1)C)C1=NC(=NC2=CC(=C(C=C12)C#N)Cl)OC[C@H]1N(CCC1)C)C